O=C1NC(CCC1N1C(C2=CC=CC(=C2C1=O)NCCOCCOCCOCCOCCO)=O)=O 2-(2,6-dioxo-3-piperidyl)-4-[2-[2-[2-[2-(2-hydroxyethoxy)ethoxy]ethoxy]ethoxy]ethylamino]isoindoline-1,3-dione